(3-aminophenyl)4-(propylamino)-5H-naphtho[1,8-cd]isothiazol-5-one 1,1-dioxide NC=1C=C(C=CC1)C1=C(C(C2=CC=CC3=C2C1=NS3(=O)=O)=O)NCCC